5-chloro-N-[(8S,9aR)-8-hydroxy-5-oxo-8,9,9a,10-tetrahydro-5H,7H-pyrido[3,2-f]pyrrolo[2,1-c][1,4]oxazepin-3-yl]-2-methoxybenzenesulfonamide ClC=1C=CC(=C(C1)S(=O)(=O)NC1=CC=2C(N3[C@@H](COC2N=C1)C[C@@H](C3)O)=O)OC